C1(=C(C=CC=C1)NC(C(C)NCCC1=CC(=C(C=C1)OC)OC)=O)C1=CC=CC=C1 N-[1,1'-biphenyl]-2-yl-2-[[2-(3,4-dimethoxyphenyl)ethyl]amino]-propanamide